cadmium zinc sulfoselenide S(=O)(=O)(O)[Se]S(=O)(=O)O.[Zn].[Cd]